C1=CC(=CC=C1C(=O)O)N2C(=O)C=CC2=O N-(4-carboxyphenyl)maleimide